C(=O)C1=CC=C(O1)CNC(C)=O N-((5-FORMYLFURAN-2-YL)METHYL)ACETAMIDE